NC1=NC=C(C=C1OC1(CCC1)C=1C=C(C=CC1)NC(C1=CC(=CC=C1)C)=O)Cl N-(3-(1-((2-amino-5-chloropyridin-3-yl)oxy)cyclobutyl)phenyl)-3-methylbenzamide